O=C1COC(CN1)C1CN(C1)C(=O)OC(C)(C)C tert-butyl 3-(5-oxomorpholin-2-yl)azetidine-1-carboxylate